BrCCCCOC1=CC(=NC2=CC=CC=C12)CO (4-(4-bromobutoxy)quinolin-2-yl)methanol